N[C@@H](C(=O)O)[C@H](C)NC(=N)N (2R,3S)-2-amino-3-carbamimidamido-butanoic acid